C1(CCCC1)N1C(C(=CC2=C1N=C(N=C2)SC)C(F)F)=O 8-cyclopentyl-6-(difluoromethyl)-2-methylsulfanyl-pyrido[2,3-d]pyrimidin-7-one